C1NCC12COC(OC2)CCN(C2=CC(=C(C#N)C=C2)F)CC2=CC(=C(C=C2)OC)F 4-((2-(6,8-dioxa-2-azaspiro[3.5]nonan-7-yl)ethyl)(3-fluoro-4-methoxybenzyl)amino)-2-fluorobenzonitrile